C(C)(C)(C)OC(=O)N(C(OC(C)(C)C)=O)C1=NC=NC(=C1)NC(NC)=O tert-butyl N-(tert-butoxycarbonyl)-N-[6-[(methylcarbamoyl)amino]pyrimidin-4-yl]carbamate